CC(=O)C1=C(C=CC=C1OC)OC 2,6-dimethoxyacetophenone